[Si](C1=CC=CC=C1)(C1=CC=CC=C1)(C(C)(C)C)OC[C@@H](O)C1(CC1)O |r| (±)-1-(2-((tert-butyldiphenylsilyl)oxy)-1-hydroxyethyl)cyclopropan-1-ol